C1(=CC=CC=C1)C(=O)[O-] benzeneFormate